C1CN(CCC12CCNCC2)C(CO)CCCO 2-(3,9-Diazaspiro[5.5]undecan-3-yl)pentane-1,5-diol